2-(6-{5-chloro-2-[(oxan-4-yl)amino]pyrimidin-4-yl}-1-oxo-2,3-dihydro-1H-isoindol-2-yl)-N-(2,3-dihydro-1H-inden-2-yl)acetamide ClC=1C(=NC(=NC1)NC1CCOCC1)C1=CC=C2CN(C(C2=C1)=O)CC(=O)NC1CC2=CC=CC=C2C1